FC1=CC(=CC2=C1OCO2)N2CCC(CC2)C N-(7-fluoro-2H-1,3-benzodioxol-5-yl)-4-methylpiperidine